CC=1N=C(NC1C)C1=C(C=CC(=C1)OCC)O 4,5-dimethyl-2-(5-ethoxy-2-hydroxyphenyl)imidazole